rac-tetramethyldisilyl-bis(trimethylsilylmethyl-cyclopentadienyl)hafnium C[Hf](C1(C=CC=C1)C[Si](C)(C)C)(C1(C=CC=C1)C[Si](C)(C)C)([SiH3])([SiH3])(C)(C)C